(S)-1-benzyl-5-oxopiperidine-2-carboxylate C(C1=CC=CC=C1)N1[C@@H](CCC(C1)=O)C(=O)[O-]